2-(difluoromethoxy)benzoic acid FC(OC1=C(C(=O)O)C=CC=C1)F